COC(=O)C1=CN=C(S1)N1N=CN=C1[C@H](C)NC(=O)OC(C)(C)C 2-[5-[(1S)-1-(tert-butoxycarbonylamino)ethyl]-1,2,4-triazol-1-yl]thiazole-5-carboxylic acid methyl ester